(S)-N,N-diethyl-5-(1-(methylamino)ethyl)pyridin-2-amine C(C)N(C1=NC=C(C=C1)[C@H](C)NC)CC